dimethyl 2-((tert-butoxycarbonyl) amino)-4-(cyanomethyl)-2-methylpentanedioate C(C)(C)(C)OC(=O)NC(C(=O)OC)(CC(C(=O)OC)CC#N)C